OCCN1CCN(CC1)C=1C=CC(=C(C(=O)NC2(CC2)C2=CC=CC3=CC=CC=C23)C1)C 5-(4-(2-Hydroxyethyl)piperazin-1-yl)-2-methyl-N-(1-(naphthalen-1-yl)cyclopropyl)benzamide